N-(3-fluoro-4-((2-(5-((3-hydroxypyrrolidin-1-yl)methyl)pyridin-2-yl)thieno[3,2-b]pyridine-7-yl)oxy)phenyl)-5-(4-fluorophenyl)-6-oxo-2,3,5,6-tetrahydrofuro[3,2-c]pyridine-7-carboxamide FC=1C=C(C=CC1OC1=C2C(=NC=C1)C=C(S2)C2=NC=C(C=C2)CN2CC(CC2)O)NC(=O)C2=C1C(=CN(C2=O)C2=CC=C(C=C2)F)CCO1